6-isopropyloctahydronaphthalen-2(1H)-one C(C)(C)C1CC2CCC(CC2CC1)=O